C(=C)[Si](OCC(F)(F)F)(OCC(F)(F)F)OCC(F)(F)F vinyl-tris(trifluoroethoxy)silane